(R)-N-methyl-N-(pyrrolidin-3-yl)quinolin-2-amine hydrochloride Cl.CN(C1=NC2=CC=CC=C2C=C1)[C@H]1CNCC1